4-[[5-[4-methyl-1-[3,3,3-trifluoro-2-hydroxy-2-(trifluoromethyl)propyl]indazol-5-yl]-2,6-naphthyridin-3-yl]amino]benzenesulfonamide CC1=C2C=NN(C2=CC=C1C1=C2C=C(N=CC2=CC=N1)NC1=CC=C(C=C1)S(=O)(=O)N)CC(C(F)(F)F)(C(F)(F)F)O